1-(3-fluoro-4-nitrobenzyl)piperidine-4-carboxylic acid ethyl ester C(C)OC(=O)C1CCN(CC1)CC1=CC(=C(C=C1)[N+](=O)[O-])F